cyclohexylsilyl-dichloroHafnium C1(CCCCC1)[SiH2][Hf](Cl)Cl